5-[(3,4-dibenzyloxyphenoxy)methyl]oxazole-2(3H)-thione C(C1=CC=CC=C1)OC=1C=C(OCC2=CNC(O2)=S)C=CC1OCC1=CC=CC=C1